FC1=C(C(=O)O)C=CC(=C1)C=1C=NC=2N(N1)C(=CN2)C2(CC2)C=2C=C1C=CC=NC1=CC2 2-Fluoro-4-[7-(1-quinolin-6-ylcyclopropyl)imidazo[1,2-b][1,2,4]triazin-2-yl]benzoic Acid